C(CCCCCCC)(=O)OCC(COC(CCCCCCC)=O)CCCCC(=O)OCCCC(CCCCCCCCCCCC)OC(=O)OC1CCN(CC1)C 2-(5-((4-((((1-methylpiperidin-4-yl)oxy)carbonyl)oxy)hexadecyl)oxy)-5-oxopentyl)propane-1,3-diyl dioctanoate